BrC1=CC=C(C=N1)NC(=O)NC1=NC(=CC=C1)C1=NN=CN1C(C)C 1-(6-bromopyridin-3-yl)-3-(6-(4-isopropyl-4H-1,2,4-triazol-3-yl)pyridin-2-yl)urea